ClC1=C(C=C(C=C1)N1CCN(CC1)CCCCOC(=O)C1=CC=CC=C1)N1C(NC(CC1)=O)=O.C(C)(C)(C)NC(C1=CC=C(C=C1)NC1=NC(=NC(=N1)N)N)=O N-t-butyl-4-[(4,6-diamino-1,3,5-triazin-2-yl)amino]benzamide 4-(4-(4-chloro-3-(2,4-dioxotetrahydropyrimidin-1(2H)-yl)phenyl)piperazin-1-yl)butylbenzeneFormate